2,3-bis[[(Z)-12-hydroxyoctadec-9-enoyl]oxy]propyl (Z)-12-hydroxyoctadec-9-enoate OC(C\C=C/CCCCCCCC(=O)OCC(COC(CCCCCCC\C=C/CC(CCCCCC)O)=O)OC(CCCCCCC\C=C/CC(CCCCCC)O)=O)CCCCCC